(S)-tert-butyl 7-methoxy-4-oxo-2,3,4,5-tetrahydrobenzo[b][1,4]oxazepin-3-ylcarbamate COC1=CC2=C(OC[C@@H](C(N2)=O)NC(OC(C)(C)C)=O)C=C1